ClC1=C(C2=C(NC(O[C@@]23CN(CCC3)C(=O)C=3C=NN(C3)C(C)C3=CC=CC=C3)=O)C=C1)F (4R)-6-Chloro-5-fluoro-1'-(1-(1-phenylethyl)-1H-pyrazole-4-carbonyl)spiro[benzo[d][1,3]oxazine-4,3'-piperidin]-2(1H)-one